CN[C@@H]1CN(CC1)C1=C(C=NC=C1)NCC=1C=C2N=CC=NC2=CC1 (S)-4-(3-(methylamino)pyrrolidin-1-yl)-N-(quinoxalin-6-ylmethyl)pyridin-3-amine